ClC=1C=C(C=CC1F)NC(=O)C1=C(N=CN1C)C1CC2CC(CC2C1)(O)C=1C(=NN(C1)C1CCC(CC1)C(=O)O)C(F)(F)F (1r,4r)-4-(4-(5-(5-((3-Chloro-4-fluorophenyl)carbamoyl)-1-methyl-1H-imidazol-4-yl)-2-hydroxyoctahydropentalen-2-yl)-3-(trifluoromethyl)-1H-pyrazol-1-yl)cyclohexane-1-carboxylic acid